4-(ethylsulfonylamino)-2-(6-azaspiro[2.5]oct-6-yl)benzoic acid C(C)S(=O)(=O)NC1=CC(=C(C(=O)O)C=C1)N1CCC2(CC2)CC1